3,7-dimethyl-1-((3-oxocyclopentyl)methyl)-1H-purine-2,6(3H,7H)-dione CN1C(N(C(C=2N(C=NC12)C)=O)CC1CC(CC1)=O)=O